OC(COC1=CC=2N(C(=C1)C=1C=NC(=CC1)N1CCC(CC1)(CC=1C=NC(=CC1)OC)O)C(=CN2)C#N)(C)C 7-(2-hydroxy-2-methylpropoxy)-5-(6-(4-hydroxy-4-((6-methoxypyridin-3-yl)meth-yl)piperidin-1-yl)pyridin-3-yl)imidazo[1,2-a]pyridine-3-carbonitrile